(5-Ethyl-isoxazol-3-yl)-3-((7-(5-methyl-1,2,4-oxadiazol-3-yl)isoquinolin-1-yl)amino)propanamide C(C)C1=CC(=NO1)C(C(=O)N)CNC1=NC=CC2=CC=C(C=C12)C1=NOC(=N1)C